COC(CCCCCC(=O)NC1(CCN(CC1)C1=NC(=C(N=C1)C1=C(C(=CC=C1)Cl)Cl)N)C)=O 7-((1-(6-amino-5-(2,3-dichlorophenyl)pyrazin-2-yl)-4-methylpiperidin-4-yl)amino)-7-oxoheptanoic acid methyl ester